C(C)(C)(C)OC(=O)N1CC=2N=C(N=C(C2CC1)N1C[C@@H](N(CC1)C(=O)OCC1=CC=CC=C1)CC#N)SC (S)-4-(4-((benzyloxy)carbonyl)-3-(cyanomethyl)piperazin-1-yl)-2-(methylthio)-5,8-dihydropyrido[3,4-d]pyrimidine-7(6H)-carboxylic acid tert-butyl ester